BrCC=1C=C(C=C(C1)OC)CCO 2-(3-(bromomethyl)-5-methoxyphenyl)ethan-1-ol